C(=O)O.ClC1=C(C=CC(=C1OC)F)N1CCC2(CC1)C=1C=CC(=NC1CN(C2)C[C@@H]2NCCC2)C=2C(=NC=CC2)OCC 1'-(2-chloro-4-fluoro-3-methoxyphenyl)-2-(2-ethoxypyridin-3-yl)-7-[[(2R)-pyrrolidin-2-yl]methyl]spiro[6,8-dihydro-1,7-naphthyridine-5,4'-piperidine] formate salt